C(#N)C=1C=C2C(=NC1)N(C=C2)C2=NC=C(C(=O)NC1CCN(CC1)CC=1C=C3C(N(C(C3=CC1)=O)C1C(NC(CC1)=O)=O)=O)C(=C2)NC(C)C 6-(5-cyano-1H-pyrrolo[2,3-b]pyridin-1-yl)-N-(1-((2-(2,6-dioxopiperidin-3-yl)-1,3-dioxoisoindolin-5-yl)methyl)piperidin-4-yl)-4-(isopropylamino)nicotinamide